3-(5-(4-(5-(4-(3-(4-fluoro-3-methoxyphenyl)-7-hydroxychroman-4-yl)phenoxy)pentyl)piperazin-1-yl)-1-oxoisoindolin-2-yl)piperidine-2,6-dione FC1=C(C=C(C=C1)C1COC2=CC(=CC=C2C1C1=CC=C(OCCCCCN2CCN(CC2)C=2C=C3CN(C(C3=CC2)=O)C2C(NC(CC2)=O)=O)C=C1)O)OC